4-(2-Amino-3-(cyclobutylmethyl)-5-fluorophenyl)pyridinecarbonitrile NC1=C(C=C(C=C1CC1CCC1)F)C1=CC(=NC=C1)C#N